O=C1N(C(C2=CC=CC=C12)=O)C[C@H]1N(CCC2=CC=CC(=C12)O[C@@H]1CN(CC1)C(=O)C1=CN=CS1)C(=O)[C@H]1[C@H](CCCC1)C(=O)NCCC (1S,2r)-2-((S)-1-((1,3-dioxoisoindolin-2-yl)methyl)-8-(((S)-1-(thiazole-5-carbonyl)pyrrolidin-3-yl)oxy)-1,2,3,4-tetrahydroisoquinoline-2-carbonyl)-N-propylcyclohexane-1-carboxamide